4-(5-cyclopropyl-1,2,4-oxadiazol-3-yl)-N-[(1R,6S)-2,2-difluoro-6-{[1-(propan-2-yl)-1H-pyrazol-4-yl]oxy}cyclohexyl]-4-methylpiperidine-1-carboxamide C1(CC1)C1=NC(=NO1)C1(CCN(CC1)C(=O)N[C@H]1C(CCC[C@@H]1OC=1C=NN(C1)C(C)C)(F)F)C